androst-2-ene C[C@@]12CCC[C@H]1[C@@H]1CCC3CC=CC[C@]3(C)[C@H]1CC2